1-{[4-bromo-3-(1H-imidazol-2-yl)phenyl]carbonyl}-4-{5-methyl-[1,3]oxazolo[4,5-b]pyridin-2-yl}piperazine BrC1=C(C=C(C=C1)C(=O)N1CCN(CC1)C=1OC=2C(=NC(=CC2)C)N1)C=1NC=CN1